C(C=CC=CC=CC)=O oct-2,4,6-trienal